1,6-HEXANEDIOL DIMETHACRYLATE C(C(=C)C)(=O)OCCCCCCOC(C(=C)C)=O